4-(((2S)-4-(4-(trifluoromethyl)phenyl)pyrrolidin-2-yl)methyl)morpholine FC(C1=CC=C(C=C1)C1C[C@H](NC1)CN1CCOCC1)(F)F